4-[2-(6-methyl-3-pyridinyl)ethoxy]pyridin-2-amine CC1=CC=C(C=N1)CCOC1=CC(=NC=C1)N